4-ethoxy-1-(4-fluorophenyl)-N-(4-methyl-3-(1H-pyrrolo[2,3-b]pyridin-4-yl)phenyl)-2-oxo-1,2-dihydropyridine-3-carboxamide C(C)OC1=C(C(N(C=C1)C1=CC=C(C=C1)F)=O)C(=O)NC1=CC(=C(C=C1)C)C1=C2C(=NC=C1)NC=C2